OC=1C(C(OC1)=O)CC(=O)O hydroxy-2-oxo-3-furanacetic acid